5,6-dimethyl-3-hydroxybenzoic acid CC=1C=C(C=C(C(=O)O)C1C)O